2-(1,4-Diazepan-1-yl)acetic acid ethyl ester C(C)OC(CN1CCNCCC1)=O